FC(C(=O)O)(F)F.FC1=CC=2N(C=C1NC(=O)C1=CC=C(C3=CN(N=C13)C)N1CCNCC1)C=C(N2)C N-{7-fluoro-2-methylimidazo[1,2-a]pyridin-6-yl}-2-methyl-4-(piperazin-1-yl)indazole-7-carboxamide trifluoroacetate